COC1=C(C2=CC=CC=C2C=C1)CC1=C(C=CC2=CC=CC=C12)O ((2-Methoxynaphthalen-1-yl)methyl)naphthalen-2-ol